(3R)-beta-leucine N[C@@H](C(C)C)CC(=O)O